ClC1=NC=C(C(=C1)C1=C(C=NC(=C1)C)C(=O)NC=1SC2=C(N1)CN(C2)C(=O)C2=NC(=CC=C2)Cl)OC 2'-chloro-N-[5-(6-chloropyridine-2-carbonyl)-4H,5H,6H-pyrrolo[3,4-d][1,3]thiazol-2-yl]-5'-methoxy-6-methyl-[4,4'-bipyridine]-3-carboxamide